1,6-dicyano-diethyl-2-cyano-hexane C(#N)C(C(CCCCC#N)C#N)(CC)CC